CS(=O)(=O)[O-].C(CCCCCCC)C(COC(C[NH3+])=O)CCCCCCCCCC 2-((2-octyldodecyl)oxy)-2-oxoethan-1-aminium methanesulphonate